Phenyl-[4-(2-phenylethyl)-1,4-diazepan-1-yl]methanone C1(=CC=CC=C1)C(=O)N1CCN(CCC1)CCC1=CC=CC=C1